FC1=CC(=C(C=C1C=1C=NC(=NC1)N1CCOCC1)NC(=O)C1=CNC(C=C1C(F)(F)F)=O)N1C[C@@H](CC1)N(C)CCOC N-[4-fluoro-5-(2-morpholin-4-ylpyrimidin-5-yl)-2-[(3R)-3-[2-methoxyethyl(methyl)amino]pyrrolidin-1-yl]phenyl]-6-oxo-4-(trifluoromethyl)-1H-pyridine-3-carboxamide